C(C)(C)C(C(NCCCCNC=O)=O)NC(CCOCCOCCNC(CCCC)=O)=O 9-isopropyl-1,8,11,21-tetraoxo-14,17-dioxa-2,7,10,20-tetraazapentacosan